(3-bromo-2-methylphenyl)Azolo[5,4-b]Pyridine-6-carboxylic acid methyl ester COC(=O)C1=CC=C2C(N1)=NC(=C2)C2=C(C(=CC=C2)Br)C